C1=CN=C2N1C1=C(OC[C@@H]2NC(OCC2=CC=CC=C2)=O)C=CC=C1 (R)-benzyl (4,5-dihydrobenzo[b]imidazo[1,2-d][1,4]oxazepin-4-yl)carbamate